(2S)-N-[2-[6-[(5-cyclobutylthiazol-2-yl)amino]-2-ethyl-pyrimidin-4-yl]oxyethyl]-2-(methylamino)propionamide C1(CCC1)C1=CN=C(S1)NC1=CC(=NC(=N1)CC)OCCNC([C@H](C)NC)=O